(3S,4R,5R,6S)-1-[6-({2-[4-(trifluoromethoxy)phenyl]-1,3-thiazol-4-yl}methoxy)hexyl]-3,4,5,6-azepanetetrol FC(OC1=CC=C(C=C1)C=1SC=C(N1)COCCCCCCN1C[C@@H]([C@H]([C@@H]([C@H](C1)O)O)O)O)(F)F